(2S)-N-(benzo[d]thiazol-5-ylmethyl)-N-(bicyclo[4.1.0]heptan-3-yl)-1-tosylpyrrolidine-2-carboxamide S1C=NC2=C1C=CC(=C2)CN(C(=O)[C@H]2N(CCC2)S(=O)(=O)C2=CC=C(C)C=C2)C2CC1CC1CC2